OC1=CC=C(C=C1)SC1OOC=C1SC1=CC=C(C=C1)O 1,5-bis(4-hydroxyphenylthio)-2,3-dioxole